dihydrospiro[azetidine-3,1'-pyrrolo[2,3-c]quinoline]-1-carboxamide C12(CNC=3C=NC=4C=CC=CC4C31)CN(C2)C(=O)N